3,8-diazabicyclo[3.2.1]octane-8-carboxylic acid-2-methylpropane-2-yl ester CC(C)(C)OC(=O)N1C2CNCC1CC2